Di-benzazepine C1=CC=CC2=C1C1=C(C=CN2)C=CC=C1